ClC=1C=C(NC2(CCC3(N(CC4=CC(=CC=C34)C)C[C@H](CO)C)CC2)C(=O)O)C=CC1F 4-(3-chloro-4-fluoroanilino)-2'-[(2R)-3-hydroxy-2-methylpropyl]-5'-methyl-2',3'-dihydrospiro[cyclohexane-1,1'-isoindole]-4-carboxylic acid